(3R,11S)-3,11-dimethyl-10-oxa-19-hydroxy-6-fluoro-2,13,16,17,21-pentaazatetracyclo[13.5.2.04,9.018,22]Docosane-1(20),4,6,8,15,18,21-heptaen-14-one C[C@H]1NC2=CC(=C3NN=C(C(NC[C@@H](OC4=CC=C(C=C14)F)C)=O)C3=N2)O